(R)-1-(8-fluoroisochroman-1-yl)-N-methylmethanamine D-tartaric acid salt C([C@@H](O)[C@H](O)C(=O)O)(=O)O.FC=1C=CC=C2CCO[C@H](C12)CNC